tert-butyl (2-chloro-3-fluoro-4-iodobenzyl)carbamate ClC1=C(CNC(OC(C)(C)C)=O)C=CC(=C1F)I